FC1=C(C(=C(C(=C1F)B1OC(C(O1)(C)C)(C)C)F)F)O 2,3,5,6-tetrafluoro-4-(4,4,5,5-tetramethyl-1,3,2-dioxaborolan-2-yl)phenol